3-(benzyloxy)estra-1,3,5(10)-triene C(C1=CC=CC=C1)OC1=CC=2CC[C@H]3[C@@H]4CCC[C@@]4(C)CC[C@@H]3C2C=C1